(trans-1-benzyl-4-(1-methyl-1H-pyrazol-4-yl)pyrrolidin-3-yl)carbamic acid tert-butyl ester C(C)(C)(C)OC(N[C@@H]1CN(C[C@H]1C=1C=NN(C1)C)CC1=CC=CC=C1)=O